4-methylpiperidine-1-carboxamide CC1CCN(CC1)C(=O)N